({5-[4-(Trifluoromethoxy)phenyl]-4H-1,2,4-triazol-3-yl}methyl)carbamic acid tert-butyl ester C(C)(C)(C)OC(NCC1=NN=C(N1)C1=CC=C(C=C1)OC(F)(F)F)=O